C1CCC12CN(CC2)C2=C(C(=O)O)C=CC(=C2)NC(=O)C2CC2 2-(6-azaspiro[3.4]octan-6-yl)-4-(cyclopropanecarbonylamino)benzoic acid